(2R,5S)-tert-butyl 5-(4-chlorobenzyl)-2-(1,5-dimethyl-1H-pyrazol-3-yl)morpholine-4-carboxylate ClC1=CC=C(C[C@H]2CO[C@H](CN2C(=O)OC(C)(C)C)C2=NN(C(=C2)C)C)C=C1